FC1(CNC(N(C1)[C@H](COC)C1=CC(=NC=C1)NC([C@H](C1CCC(CC1)(F)F)NC(=O)C1=NON=C1C)=O)=O)F N-((S)-2-((4-((S)-1-(5,5-difluoro-2-oxotetrahydropyrimidin-1(2H)-yl)-2-methoxyethyl)pyridin-2-yl)amino)-1-(4,4-difluorocyclohexyl)-2-oxoethyl)-4-methyl-1,2,5-oxadiazole-3-carboxamide